C=CC(=O)NCNC(=O)C=C N,N'-MethyleneBisacrylamide